ethyl 4-((4-([1,2,4]triazolo[1,5-a]pyridin-7-yloxy)-3-methylphenyl)amino)pyrrolo[2,1-f][1,2,4]triazine-5-carboxylate N=1C=NN2C1C=C(C=C2)OC2=C(C=C(C=C2)NC2=NC=NN1C2=C(C=C1)C(=O)OCC)C